FC(C(=O)NC1=C(C=C(C=C1)COC)I)(F)F 2,2,2-trifluoro-N-(2-iodo-4-(methoxymethyl)phenyl)acetamide